C1(CCCCCC1)[C@H](NC(=O)C1=CC=NN1CC)C=1N=C2N(N=C(C=C2)CC2C(NCC2)=O)C1 N-((1S)-cycloheptyl(6-((2-oxopyrrolidin-3-yl)methyl)imidazo[1,2-b]pyridazin-2-yl)methyl)-1-ethyl-1H-pyrazole-5-carboxamide